9,9',9'',9'''-(4-(2-(2,6-diphenylpyridin-3-yl)phenyl)pyridine-2,3,5,6-tetrayl)tetrakis(9H-carbazole-3,6-dicarbonitrile) C1(=CC=CC=C1)C1=NC(=CC=C1C1=C(C=CC=C1)C1=C(C(=NC(=C1N1C2=CC=C(C=C2C=2C=C(C=CC12)C#N)C#N)N1C2=CC=C(C=C2C=2C=C(C=CC12)C#N)C#N)N1C2=CC=C(C=C2C=2C=C(C=CC12)C#N)C#N)N1C2=CC=C(C=C2C=2C=C(C=CC12)C#N)C#N)C1=CC=CC=C1